4-(3-{2,6-dichloro-4-[(3,3-dichloroprop-2-en-1-yl)oxy]phenoxy}propoxy)-2-methoxy-6-(trifluoromethyl)pyrimidine azanediylbis(ethane-2,1-diyl)ditetradecanoate TFA salt OC(=O)C(F)(F)F.N(CCCCCCCCCCCCCCCC(=O)O)CCCCCCCCCCCCCCCC(=O)O.ClC1=C(OCCCOC2=NC(=NC(=C2)C(F)(F)F)OC)C(=CC(=C1)OCC=C(Cl)Cl)Cl